N-acetyl-glucosamine 3-phosphate P(=O)(O)(O)O[C@@H]1[C@H](C(O)O[C@@H]([C@H]1O)CO)NC(C)=O